BrC=1C=2N(C=C(C1)Cl)C=CN2 8-bromo-6-chloroimidazo[1,2-a]pyridine